FC1(CC(C1)(C)CN1N=C(C(=C1C(=O)NC1=CC(=CC(=C1)SC)F)C(F)(F)F)C1(CC1)F)F 1-((3,3-difluoro-1-methylcyclobutyl)methyl)-N-(3-fluoro-5-(methylthio)phenyl)-3-(1-fluorocyclopropyl)-4-(trifluoromethyl)-1H-pyrazole-5-carboxamide